CC[C@@H]1[C@@]([C@@H]([C@H](C(=O)[C@@H](C[C@@]([C@@H]([C@H]([C@@H]([C@H](C(=O)O1)C)O[C@H]2C[C@@]([C@H]([C@@H](O2)C)O)(C)OC)C)O[C@H]3[C@@H]([C@H](C[C@H](O3)C)N(C)C)O)(C)O)C)C)O)(C)O The molecule is an erythromycin that consists of erythronolide A having 2,6-dideoxy-3-C-methyl-3-O-methyl-alpha-L-ribo-hexopyranosyl and 3,4,6-trideoxy-3-(dimethylamino)-beta-D-xylo-hexopyranosyl residues attahced at positions 4 and 6 respectively. It is an erythromycin and a cyclic ketone. It derives from an erythronolide A. It is a conjugate base of an erythromycin A(1+).